3-METHOXYBUTYRALDEHYDE COC(CC=O)C